4-((4-Cyclopropylnaphthalen-1-yl)amino)-6,7-dimethoxyquinazolin-2-thiol C1(CC1)C1=CC=C(C2=CC=CC=C12)NC1=NC(=NC2=CC(=C(C=C12)OC)OC)S